NC1=NC=C(C=C1OCC1=C(C(=O)O)C=CC=C1)C1=CC=C(C=C1)NS(=O)(=O)C 2-[2-amino-5-(4-methanesulfonylamino-phenyl)-pyridin-3-yloxymethyl]-benzoic acid